BrC=1C=C2C=C(NC2=CC1)B(O)O 5-bromo-2-indolylboronic acid